4-(2-azidopropan-2-yl)-6-chloro-1-((3-(methylsulfonyl)cyclopentyl)oxy)-2,7-naphthyridine N(=[N+]=[N-])C(C)(C)C1=CN=C(C2=CN=C(C=C12)Cl)OC1CC(CC1)S(=O)(=O)C